O=C1NC(CCC1N1C(C2=CC=C(C=C2C1)CNC(C(C1(CCCCC1)O)(F)F)=O)=O)=O N-((2-(2,6-dioxopiperidin-3-yl)-1-oxoisoindolin-5-yl)methyl)-2,2-difluoro-2-(1-hydroxycyclohexyl)acetamide